3-((2-(isoindolin-2-yl)-2-oxoethyl)amino)adamantan-1-yl tert-pentylcarbamate hydrochloride Cl.C(C)(C)(CC)NC(OC12CC3(CC(CC(C1)C3)C2)NCC(=O)N2CC3=CC=CC=C3C2)=O